2-cyclopropyl-7-(4-ethoxy-5-(1-ethylpiperidin-4-yl)-1H-benzo[d]imidazol-2-yl)-6-methoxy-1H-pyrrolo[3,2-c]pyridine-3-carbonitrile C1(CC1)C1=C(C=2C=NC(=C(C2N1)C1=NC2=C(N1)C=CC(=C2OCC)C2CCN(CC2)CC)OC)C#N